ClC1=C(C(=O)N/N=C(\C)/C2=NC=CC=C2)C=CC=C1Cl (E)-2,3-dichloro-N'-(1-(pyridin-2-yl)ethylidene)benzohydrazide